(1R,3R,Z)-5-(2-((1R,3aS,7aR,E)-7a-methyl-1-((R)-4-((S)-3-methylmorpholino)butane-2-yl)octahydro-4H-inden-4-ylidene)ethylidene)-4-methylenecyclohexane-1,3-diol C[C@@]12CCC/C(/[C@@H]2CC[C@@H]1[C@H](C)CCN1[C@H](COCC1)C)=C\C=C\1/C([C@@H](C[C@@H](C1)O)O)=C